1-[(4-methoxyphenyl)methyl]-5-[5-(trifluoromethyl)-1H-benzimidazol-2-yl]pyrazol-3-amine COC1=CC=C(C=C1)CN1N=C(C=C1C1=NC2=C(N1)C=CC(=C2)C(F)(F)F)N